spiro[cyclohexane-1,6'-indeno[5',6':5,6][1,4]dioxino[2,3-c]pyrrole]-2',4-dicarboxylate C=1N(C=C2C1OC1=C(O2)C=C2C3(C=CC2=C1)CCC(CC3)C(=O)[O-])C(=O)[O-]